FC1(CN(CCN1)C1=CC=CC=2OCCOC21)F 5-(3,3-difluoropiperazin-1-yl)-2,3-dihydro-1,4-benzodioxine